2-(2-fluoroethylmercapto)-4-(6-(6-((6-methoxypyridin-3-yl)methyl)-3,6-diazabicyclo[3.1.1]heptan-3-yl)pyridin-3-yl)-6-oxopyrimidine-5-carbonitrile FCCSC=1NC(C(=C(N1)C=1C=NC(=CC1)N1CC2N(C(C1)C2)CC=2C=NC(=CC2)OC)C#N)=O